1,4-diamino-2-butanol NCC(CCN)O